ClC1(CC1)[C@@](CN1N=CN=C1)(CC[C@H]1C(C1)(Cl)Cl)O (2S)-2-(1-chlorocyclopropyl)-4-[(1R)-2,2-dichlorocyclopropyl]-1-(1H-1,2,4-triazol-1-yl)butan-2-ol